C(C)OC(=O)C=1SC=C2C1CCC1(C2)OCCO1.C(C)C1=CC=C(C=C1)NC(CSC1=NN=C(N1CC)C=1C=NC=CC1)=O N-(4-ethylphenyl)-2-((4-ethyl-5-(3-pyridyl)-4H-1,2,4-triazol-3-yl)thio)acetamide Ethyl-spiro[1,3-dioxolane-2,5'-6,7-dihydro-4H-2-benzothiophene]-1'-carboxylate